6-(ethyl(methyl)amino)pyridin-2-yl 3-(o-tolyl)propiolate C1(=C(C=CC=C1)C#CC(=O)OC1=NC(=CC=C1)N(C)CC)C